COC(=O)C=1N=C2C(=NC1N)N(C=C2I)COCC[Si](C)(C)C amino-7-iodo-5-{[2-(trimethylsilyl)ethoxy]methyl}-5H-pyrrolo[2,3-b]pyrazine-2-carboxylic acid methyl ester